ethyl (R)-2-((2,4-dimethoxybenzyl) amino)-4-((1-hydroxypentan-2-yl) amino)-1,5-naphthyridine-3-carboxylate COC1=C(CNC2=NC3=CC=CN=C3C(=C2C(=O)OCC)N[C@@H](CO)CCC)C=CC(=C1)OC